6-fluoro-1,2,3,4-tetrahydroquinoline hydrochloride Cl.FC=1C=C2CCCNC2=CC1